(2,5-dimethyl-1,2,3,4-tetrahydroisoquinolin-7-yl)-3-((5-methoxy-1-((2-(trimethylsilyl)ethoxy)methyl)-1H-pyrrolo[2,3-b]pyridin-4-yl)methoxy)pyrazin-2-amine CN1CC2=CC(=CC(=C2CC1)C)C=1N=C(C(=NC1)N)OCC1=C2C(=NC=C1OC)N(C=C2)COCC[Si](C)(C)C